(3S,5S)-3-{[8-carbamoyl-6-(1,3-dimethyl-1H-pyrazol-4-yl)pyrido[3,2-d]pyrimidin-4-yl]amino}-5-fluoropiperidine-1-carboxylic acid tert-butyl ester C(C)(C)(C)OC(=O)N1C[C@H](C[C@@H](C1)F)NC=1C2=C(N=CN1)C(=CC(=N2)C=2C(=NN(C2)C)C)C(N)=O